C(C)(C)(C)OOC(=O)C=1C=C(C(=O)C2=CC(=C(C=C2)C(=O)OOC(C)(C)C)C(=O)OOC(C)(C)C)C=CC1C(=O)OOC(C)(C)C 3,3',4,4'-Tetra(t-butylperoxycarbonyl)benzophenone